CC=1C=CC=C2CCNC12 7-methylindolin